(5-(2-isopropylphenoxy)-2-(1-(pyridin-2-ylmethyl)pyrrolidin-3-yl)phenyl)methanol C(C)(C)C1=C(OC=2C=CC(=C(C2)CO)C2CN(CC2)CC2=NC=CC=C2)C=CC=C1